C(#N)[C@H](CC1C(NCCC1)=O)NC(=O)C1N(CC2C1CCC2)C(=O)[C@@]2([C@@H](C2)C2CC2)NC(C(F)(F)F)=O N-((1S)-1-cyano-2-(2-oxopiperidin-3-yl)ethyl)-2-((1S,2R)-2-(2,2,2-trifluoroacetamido)-[1,1'-bi(cyclopropane)]-2-carbonyl)octahydrocyclopenta[c]pyrrole-1-carboxamide